2',6-difluoro-4'-methyl-[1,1'-biphenyl]-2-carbaldehyde FC1=C(C=CC(=C1)C)C=1C(=CC=CC1F)C=O